4-chloro-2-iodo-1-tosyl-1H-pyrrolo[2,3-b]Pyridine ClC1=C2C(=NC=C1)N(C(=C2)I)S(=O)(=O)C2=CC=C(C)C=C2